2-Methyl-2-((3-nitrophenyl)amino)propionitrile CC(C#N)(C)NC1=CC(=CC=C1)[N+](=O)[O-]